triazacyclopentane N1NNCC1